3-((2-fluoro-4-(5-(trifluoromethyl)-1,2,4-oxadiazol-3-yl)benzyl)amino)-4-(((1-methyl-1H-pyrazol-4-yl)methyl)amino)cyclobut-3-ene-1,2-dione FC1=C(CNC=2C(C(C2NCC=2C=NN(C2)C)=O)=O)C=CC(=C1)C1=NOC(=N1)C(F)(F)F